3-(8-bromodibenzo[b,d]thiophen-2-yl)-9-phenyl-9H-carbazole BrC=1C=CC2=C(C3=C(S2)C=CC(=C3)C=3C=CC=2N(C4=CC=CC=C4C2C3)C3=CC=CC=C3)C1